bisphenol A bis-phosphite P(O)(O)O.P(O)(O)O.OC1=CC=C(C=C1)C(C)(C)C1=CC=C(C=C1)O